5-[2-(3-trifluoromethoxyphenyl-amino)vinyl]-4-cyano-3-phenylisoxazole FC(OC=1C=C(C=CC1)NC=CC1=C(C(=NO1)C1=CC=CC=C1)C#N)(F)F